bicyclo[3.2.1]Oct-6-yl-tetrabutylammonium sulfate S(=O)(=O)([O-])[O-].C12CCCC(C(C1)CCCC[N+](CCCC)(CCCC)CCCC)C2.C21CCCC(C(C2)CCCC[N+](CCCC)(CCCC)CCCC)C1